3-(((1S)-2-hydroxy-1-methylethyl)oxy)-N-(1-methyl-1H-pyrazol-3-yl)-5-(4-(methylsulfonyl)phenoxy)benzamide DL-Pyroglutamate N1[C@@H](CCC1=O)C(=O)O.OC[C@H](C)OC=1C=C(C(=O)NC2=NN(C=C2)C)C=C(C1)OC1=CC=C(C=C1)S(=O)(=O)C |&1:1|